ClC1=CC=C(C=C1)C1=C([C@@H](CC(C1)(C)C)O)CCl R-4'-chloro-2-(chloromethyl)-5,5-dimethyl-3,4,5,6-tetrahydro-[1,1'-biphenyl]-3-ol